10-(2,3-dihydroxy-1-hydroxymethyl-propyl)-1,4,7,10-tetraazacyclododecane-1,4,7-triacetic acid gadolinium [Gd].OC(C(CO)N1CCN(CCN(CCN(CC1)CC(=O)O)CC(=O)O)CC(=O)O)CO